FC(S(=O)(=O)OC=1C2=C(N=C(N1)OC[C@H]1N(CCC1)C)CN(CC2)C2=CC(=CC1=CC=CC=C21)OCOC)(F)F [7-[3-(methoxymethoxy)-1-naphthyl]-2-[[(2S)-1-methylpyrrolidin-2-yl]methoxy]-6,8-dihydro-5H-pyrido[3,4-d]pyrimidin-4-yl] trifluoromethanesulfonate